2-((3R,4S)-3-amino-4-methylpyrrolidin-1-yl)-5-(4-chloro-2-methyl-2H-indazol-5-yl)-3-methyl-3,7-dihydro-4H-pyrrolo[2,3-d]pyrimidin-4-one N[C@H]1CN(C[C@@H]1C)C=1N(C(C2=C(N1)NC=C2C2=C(C1=CN(N=C1C=C2)C)Cl)=O)C